5-chloro-N-((5-chlorothiophen-2-yl)(5-methyl-4-(methylthio)-1-((2-(trimethylsilyl)ethoxy)methyl)-1H-imidazol-2-yl)methyl)pyridin-2-amine ClC=1C=CC(=NC1)NC(C=1N(C(=C(N1)SC)C)COCC[Si](C)(C)C)C=1SC(=CC1)Cl